(R)-N-((E)-3-((1r,4S)-4-(3-bromo-2-methylphenoxy)cyclohexyl)propylidene)-2-methylpropane-2-sulfinamide BrC=1C(=C(OC2CCC(CC2)CC\C=N\[S@](=O)C(C)(C)C)C=CC1)C